FC=1C=2N(C=C(C1)NC(=O)N1CCC=3C1=NC=CC3N3C[C@@H](CC3)N(C(OC(C)(C)C)=O)C)C=C(N2)C tert-butyl (R)-(1-(1-((8-fluoro-2-methylimidazo[1,2-a]pyridin-6-yl)carbamoyl)-2,3-dihydro-1H-pyrrolo[2,3-b]pyridin-4-yl)pyrrolidin-3-yl)(methyl)carbamate